ethyl 7-chloro-1H-indazole-4-carboxylate ClC1=CC=C(C=2C=NNC12)C(=O)OCC